C(C)(C)(C)OC(=O)N1C[C@@H](C[C@@H](C1)OC(C1=CC=CC=C1)=O)N=[N+]=[N-] (3R,5S)-3-azido-5-(benzoyloxy)piperidine-1-carboxylic acid tert-butyl ester